CC1=CC=CC(=N1)C1=C(N=C(N1)CC=1C=C(C(=O)N)C=CC1)C=1C=C2C=CC=NC2=CC1 3-((5-(6-methylpyridin-2-yl)-4-(quinolin-6-yl)-1H-imidazol-2-yl)methyl)benzamide